FC(C1(CCN(CC1)C(=O)OC(C)(C)C)O[Si](C)(C)C)(F)F tert-Butyl 4-(trifluoromethyl)-4-(trimethylsilyloxy)piperidine-1-carboxylate